CN(C1CC2COCC(C1)N2C(=O)OC(C)(C)C)C=2N=NC(=CC2)C2=CC=C(C=1N=CSC12)C=1C=NN(C1)C1OCCCC1 tert-butyl (endo)-7-[methyl(6-{4-[1-(oxan-2-yl)pyrazol-4-yl]-1,3-benzothiazol-7-yl}pyridazin-3-yl)amino]-3-oxa-9-azabicyclo[3.3.1]nonane-9-carboxylate